4-(2-(6-([1,1'-biphenyl]-2-yl)-1,1-dioxido-1,2,6-thiadiazinan-2-yl)acetamido)adamantane-1-carboxamide C1(=C(C=CC=C1)N1CCCN(S1(=O)=O)CC(=O)NC1C2CC3(CC(CC1C3)C2)C(=O)N)C2=CC=CC=C2